t-hexyl peroxyneo-decanoate C(CCCCCC(C)(C)C)(=O)OOC(C)(C)CCC